FC1=CC2=C(N=C(O2)N2CC3=CC=C(C(=C3C[C@H]2C(=O)OC)OCC2=CC=C(C=C2)C(F)(F)F)OC)C=C1 methyl (S)-2-(6-fluorobenzo[d]oxazol-2-yl)-6-methoxy-5-((4-(trifluoromethyl)benzyl) oxy)-1,2,3,4-tetrahydroisoquinoline-3-carboxylate